2-(6-amino-5-(4-(tert-butyl)piperazin-1-yl)pyridin-3-yl)-6-bromo-4-fluorophenol NC1=C(C=C(C=N1)C1=C(C(=CC(=C1)F)Br)O)N1CCN(CC1)C(C)(C)C